2,2',2''-nitrilotriethane-1-ol N(CCO)(CCO)CCO